4-(2-aminothiazol-5-yl)-2-isopropoxy-benzonitrile NC=1SC(=CN1)C1=CC(=C(C#N)C=C1)OC(C)C